CS(=O)(=O)CC1=C(C=C(C=C1)[N+](=O)[O-])C 1-(methanesulfonylmethyl)-2-methyl-4-nitrobenzene